C(C)(C)C1=CC(=C(C=C1)N1N=C2C=3[C@@H](NCCC13)CN(CCOC2)C(C=C)=O)C |r| (rac)-1-(2-(4-isopropyl-2-methylphenyl)-2,4,5,5a,6,8,9,11-octahydro-10-oxa-1,2,5,7-tetraazacyclonona[cd]inden-7(3H)-yl)prop-2-en-1-one